1-cyclopropyl-4-nitro-3-(oxetan-3-yloxy)-1H-pyrazole C1(CC1)N1N=C(C(=C1)[N+](=O)[O-])OC1COC1